FC1=C(C(=O)O)C=C(C(=C1F)N)[N+](=O)[O-] 2,3-difluoro-4-amino-5-nitrobenzoic acid